IC1=CC=CC2=C1COCCN2 6-iodo-1,2,3,5-tetrahydro-4,1-benzoxazepine